4,7-dibromo-2,3-dihydro-1H-indene-5-carboxylic acid BrC1=C2CCCC2=C(C=C1C(=O)O)Br